methyl 3-(4-fluoro-3-methoxyphenyl)-4,5-dihydro-1H-benzo[g]indole-2-carboxylate FC1=C(C=C(C=C1)C1=C(NC=2C3=C(CCC12)C=CC=C3)C(=O)OC)OC